benzyl (1R,3s,5S)-6-oxabicyclo[3.1.0]hexane-3-carboxylate [C@H]12CC(C[C@@H]2O1)C(=O)OCC1=CC=CC=C1